FC=1C=C(C2=C(CNS(O2)(=O)=O)C1)C=1C=C(C(=O)N)C=CC1 3-(6-fluoro-2,2-dioxido-3,4-dihydrobenzo[e][1,2,3]oxathiazin-8-yl)benzamide